phenylspiro[1,3-dioxolane-2,5'-1,4,6,7-tetrahydroindole] C1(=CC=CC=C1)N1C=CC=2CC3(CCC12)OCCO3